6-(2-allyl-6-((4-(4-methyl-1,4-diazepan-1-yl)phenyl)amino)-3-oxo-2,3-dihydro-1H-pyrazolo[3,4-d]pyrimidin-1-yl)pyridine-2-sulfonamide C(C=C)N1N(C2=NC(=NC=C2C1=O)NC1=CC=C(C=C1)N1CCN(CCC1)C)C1=CC=CC(=N1)S(=O)(=O)N